t-butyl (2R,5'S)-5'-carbamoyl-5,7-difluoro-3-oxo-4H-spiro[1,4-benzoxazine-2,3'-pyrrolidine]-1'-carboxylate C(N)(=O)[C@@H]1C[C@]2(CN1C(=O)OC(C)(C)C)OC1=C(NC2=O)C(=CC(=C1)F)F